3-methyl-1,4-oxaazepan CC1COCCCN1